4-(2-Amino-2-methylpropanoyl)-N-(1-(4-((2S)-2-amino-3-(4-aminoazepan-1-yl)-3-oxopropyl)phenyl)-2-oxo-1,2-dihydropyrimidin-4-yl)piperazine-1-carboxamide hydrochloride salt Cl.NC(C(=O)N1CCN(CC1)C(=O)NC1=NC(N(C=C1)C1=CC=C(C=C1)C[C@@H](C(=O)N1CCC(CCC1)N)N)=O)(C)C